C(CO)(=O)O.C(C(C)O)O propylene glycol monoglycolate